6,6'-(1,2,4,5-tetrazine-3,6-diyl)dinicotinic acid N1=NC(=NN=C1C1=NC=C(C(=O)O)C=C1)C1=NC=C(C(=O)O)C=C1